(R)-tert-butyl 3-(5-((tert-butyldiphenylsilyl)oxy)-1,1-difluoro-3-methylenepentyl)-6-methyl-6,7-dihydro-2H-pyrazolo[4,3-c]pyridine-5(4H)-carboxylate [Si](C1=CC=CC=C1)(C1=CC=CC=C1)(C(C)(C)C)OCCC(CC(F)(F)C=1NN=C2C1CN([C@@H](C2)C)C(=O)OC(C)(C)C)=C